N1=CC(=CC=C1)C=1[C@]2(C)[C@@H](CC1)[C@@H]1CC=C3C[C@H](CC[C@]3(C)[C@H]1CC2)O (3β)-17-(3-pyridinyl)-androsta-5,16-dien-3-ol